5-(4-fluoro-2-methyl-1-(1-methylpiperidin-4-yl)-1H-benzo[d]imidazol-6-yl)-N-((1-methylpiperidin-4-yl)methyl)-7H-pyrrolo[2,3-d]pyrimidin-2-amine FC1=CC(=CC=2N(C(=NC21)C)C2CCN(CC2)C)C2=CNC=1N=C(N=CC12)NCC1CCN(CC1)C